2-isopropyl-1,3-propylene glycol C(C)(C)C(CO)CO